3-ethyl-7-((3-(hydroxymethyl)piperazin-1-yl)methyl)-1,5-naphthyridin-2(1H)-one hydrochloride Cl.C(C)C=1C(NC2=CC(=CN=C2C1)CN1CC(NCC1)CO)=O